6-Chloro-9-cyclopropylmethyl-8-(2,4-dichloro-phenyl)-1-methyl-9H-pyrido[3,4-b]indole ClC=1C=C2C3=C(N(C2=C(C1)C1=C(C=C(C=C1)Cl)Cl)CC1CC1)C(=NC=C3)C